C(C)(C)(C)OC(=O)N1C(C[C@H](C1)C1=CC(=CC(=C1)F)F)C(CCCC)=O (4S)-4-(3,5-difluorophenyl)-2-pentanoylpyrrolidine-1-carboxylic acid tert-butyl ester